FC([C@H]1N(C(OC1)=O)C=1N=C2N(CCOC3=C2C=CC(=N3)N[C@H](C(=O)N)C)C1)F (S)-2-((2-((S)-4-(Difluoromethyl)-2-oxooxazolidin-3-yl)-5,6-dihydroimidazo[1,2-d]pyrido[3,2-f][1,4]oxazepin-9-yl)amino)propanamide